CC1=CN=C(S1)NC1=NC=CC(=C1)OC=1C=NC(=CC1)[N+](=O)[O-] 5-methyl-N-(4-((6-nitropyridin-3-yl)oxy)pyridin-2-yl)thiazol-2-amine